7-[7-(3-fluoro-phenyl)-5-(4-chloro-phenyl)-7H-pyrrolo[2,3-d]Pyrimidine-4-oxy]-4-methylcoumarin FC=1C=C(C=CC1)N1C=C(C2=C1N=CN=C2OC2=CC=C1C(=CC(OC1=C2)=O)C)C2=CC=C(C=C2)Cl